FC1=CC=C(C=C1)C=1C=C(N(N1)C1CNCC1)C1=NN(C=C1)C 5'-(4-fluorophenyl)-1-methyl-2'-(pyrrolidin-3-yl)-1H,2'H-3,3'-bipyrazole